C(C)OC(=O)C=1C(=NC(=NC1)Cl)NC1CC2(C1)CC(C2)O 2-chloro-4-((6-hydroxyspiro[3.3]hept-2-yl)amino)pyrimidine-5-carboxylic acid ethyl ester